2,4-Dichloro-5-trifluoromethylpyrimidine ClC1=NC=C(C(=N1)Cl)C(F)(F)F